(E)-4-(tert-butylthio)-2-((hydroxyimino)methyl)-1-methylpyridin-1-ium iodide [I-].C(C)(C)(C)SC1=CC(=[N+](C=C1)C)/C=N/O